BrC1=C(C(=C(C(=C1C)C)C)C)Br 1,2-dibromotetramethylbenzene